6-fluoro-2-naphthoic acid FC=1C=C2C=CC(=CC2=CC1)C(=O)O